5-((4-chloro-2-methyl-2H-indazol-5-yl)thio)pyrazine ClC=1C2=CN(N=C2C=CC1SC=1N=CC=NC1)C